(R)-1-(2,3-difluorophenyl)ethyl(4-(5-bromo-6-methylpyridin-2-yl)-1-methyl-1H-1,2,3-triazol-5-yl)carbamate FC1=C(C=CC=C1F)[C@@H](C)N(C([O-])=O)C1=C(N=NN1C)C1=NC(=C(C=C1)Br)C